1,2-bis(3-chlorophenyl)ethyl((2S)-3-cyclohexyl-1-((4-(cyclopropylamino)-1-(5,5-dimethyl-2-oxo pyrrolidin-3-yl)-3-hydroxy-4-oxobutan-2-yl) amino)-1-oxopropan-2-yl) carbamate C(N)(O[C@H](C(=O)NC(CC1C(NC(C1)(C)C)=O)C(C(=O)NC1CC1)O)C(C1CCCCC1)C(CC1=CC(=CC=C1)Cl)C1=CC(=CC=C1)Cl)=O